N1C[C@H](CC1)NC(=O)OC(C)(C)C t-butyl (S)-pyrrolidine-3-carbamate